ClC=1C=C(C(=O)N2CC=3C(=NN4C3C(N(C[C@H]4C(=O)NC)C(C)C4=NC=C(C=C4)C(C)(C)O)=O)C[C@H]2C)C=CC1Cl (3R,7S)-2-(3,4-dichlorobenzoyl)-9-(1-(5-(2-hydroxy-propan-2-yl)pyridin-2-yl)ethyl)-N,3-dimethyl-10-oxo-1,2,3,4,7,8,9,10-octahydropyrido[4',3':3,4]pyrazolo[1,5-a]pyrazine-7-carboxamide